C(CCCCCCCCC=C)(=O)O undecylenic ACID